C(C=C)NS(=O)(=O)C=1C(=CC=CC1)C1=C(C=CC=C1)O N-allyl-2'-hydroxy-[1,1'-biphenyl]-2-sulfonamide